P1N=NC=C1 3,2-diazaphosphol